C(C1=CC=CC=C1)OC(=O)N1CCC(CC1)N1N=C(C=2CN(CCC21)C(=O)OC(C)(C)C)NC2=C(C=C(C=C2)C=2C=NN(C2)C)F tert-butyl 1-(1-benzyloxycarbonyl-4-piperidyl)-3-[2-fluoro-4-(1-methylpyrazol-4-yl)anilino]-6,7-dihydro-4H-pyrazolo[4,3-c]pyridine-5-carboxylate